Cl.C(CCCCCC)C1OC2=CC(=CC=C2C(C1)NCC1=C(C=C(C=C1)F)F)OC 2-heptyl-4-(2,4-difluorobenzylamino)-7-methoxychroman hydrochloride